N-[1-benzyl-4-(6-chloro-3-pyridyl)-4-piperidyl]-4-(trifluoromethoxy)benzenesulfonamide C(C1=CC=CC=C1)N1CCC(CC1)(C=1C=NC(=CC1)Cl)NS(=O)(=O)C1=CC=C(C=C1)OC(F)(F)F